[3-(6-oxo-4-trifluoromethyl-1,6-dihydro-pyrimidin-2-ylsulfanylmethyl)-phenyl]-acetic acid O=C1C=C(N=C(N1)SCC=1C=C(C=CC1)CC(=O)O)C(F)(F)F